tert-butyl-Nalpha-tert-butoxycarbonyl-lysine C(C)(C)(C)N([C@@H](CCCCN)C(=O)O)C(=O)OC(C)(C)C